CC1=CC=CC(=N1)C1=NNC=C1C1=NC2=CC=CN=C2C=C1 2-[3-(6-Methylpyridine-2-yl)-1H-pyrazole-4-yl]-1,5-naphthyridine